C(C)NC=1C=C(C=CC1)O L-3-ethylaminophenol